C(CCCCCCC)S octane-1-thiol